benzyl (S)-1-chloro-3-((3,5-dimethylbenzyl)amino)-4-oxo-4,6,7,8-tetrahydropyrrolo[1,2-a]pyrazine-6-carboxylate ClC1=C2N(C(C(=N1)NCC1=CC(=CC(=C1)C)C)=O)[C@@H](CC2)C(=O)OCC2=CC=CC=C2